C1(=CC=CC=C1)C=1NC2=C(C=CC=C2C1)N 2-phenyl-1H-indol-7-amine